C(C)C=1SC(=C(N1)C1=NC(=CC=C1)C)OC1=CC(=NC=C1)NC=1C=C(C(=O)NC)C=CN1 2-((4-((2-ethyl-4-(6-methylpyridin-2-yl)thiazol-5-yl)oxy)pyridin-2-yl)amino)-N-methylisonicotinamide